(E)-2,2-difluoro-4-(4-fluorophenyl)but-3-enoic acid ethyl ester C(C)OC(C(\C=C\C1=CC=C(C=C1)F)(F)F)=O